The molecule is a tetrahydroxyflavanone that is (2S)-flavanone substituted by hydroxy groups at positions 5, 7, 3' and 4 and a geranyl group at position 5'. Isolated from Propolis from Okinawa, Japan, it exhibits radical scavenging activity. It has a role as a metabolite and a radical scavenger. It is a tetrahydroxyflavanone and a member of 4'-hydroxyflavanones. It derives from a (2S)-flavanone. CC(=CCC/C(=C/CC1=C(C(=CC(=C1)[C@@H]2CC(=O)C3=C(C=C(C=C3O2)O)O)O)O)/C)C